7,7,9-trimethyl-4,13-dioxo-3,14-dioxa-5,12-diazahexadecane CC(CNC(OCC)=O)(CC(CCNC(OCC)=O)C)C